C=C1C(N(CC1)C1CNC1)=O 3-(3-methylene-2-oxopyrrolidin-1-yl)azetidine